5-bromo-2-(4-methanesulfonylphenoxy)benzonitrile BrC=1C=CC(=C(C#N)C1)OC1=CC=C(C=C1)S(=O)(=O)C